(S)-N-(azepan-4-yl)-7H-pyrrolo[2,3-d]pyrimidin-4-amine N1CC[C@H](CCC1)NC=1C2=C(N=CN1)NC=C2